5-cyclopropoxy-3-(((2s,3s,4s)-3-ethyl-4-fluoro-5-oxopyrrolidin-2-yl)methoxy)thieno[3,2-b]pyridine-6-carboxamide C1(CC1)OC1=C(C=C2C(=N1)C(=CS2)OC[C@H]2NC([C@H]([C@H]2CC)F)=O)C(=O)N